5-(4-(but-1-ynyl)phenoxy)-1H-1,2,3-triazole-4-carboxylic acid C(#CCC)C1=CC=C(OC2=C(N=NN2)C(=O)O)C=C1